4-Methyl-5-(trifluoromethyl)pyrimidin-2-amine CC1=NC(=NC=C1C(F)(F)F)N